((3S,7aS)-3-(((tert-butyldimethylsilyl)oxy)methyl)hexahydro-1H-pyrrolizin-7a-yl)methanol [Si](C)(C)(C(C)(C)C)OC[C@@H]1CC[C@@]2(CCCN12)CO